tert-Butyl 3-(acetylimino)-2-(3-ethoxy-2,2-dimethyl-3-oxopropyl)hexahydroimidazo[1,5-a]pyrazine-7(1H)-carboxylate C(C)(=O)N=C1N(CC2N1CCN(C2)C(=O)OC(C)(C)C)CC(C(=O)OCC)(C)C